C(#N)C=1C=C(C=NC1N1N=CC=N1)NC(=O)C=1C=NN(C1C(F)(F)F)C1=CC=CC2=C1OCCN2C N-(5-cyano-6-(2H-1,2,3-triazol-2-yl)pyridin-3-yl)-1-(4-methyl-3,4-dihydro-2H-benzo[b][1,4]Oxazin-8-yl)-5-(trifluoromethyl)-1H-pyrazole-4-carboxamide